7-(2-Fluoro-6-methoxyphenyl)-3-[1-(prop-2-enoyl)pyrrolidin-3-yl]-2,6-naphthyridin FC1=C(C(=CC=C1)OC)C1=NC=C2C=C(N=CC2=C1)C1CN(CC1)C(C=C)=O